3-(pyrrolidin-2-ylmethyl)-1H-indole N1C(CCC1)CC1=CNC2=CC=CC=C12